ethyl 6-cyano-1-(1-methylcyclopropyl)-7-[(2R)-2-{[(3-methylpyridin-2-yl)oxy]methyl}pyrrolidin-1-yl]-4-oxo-1,4-dihydroquinoline-3-carboxylate C(#N)C=1C=C2C(C(=CN(C2=CC1N1[C@H](CCC1)COC1=NC=CC=C1C)C1(CC1)C)C(=O)OCC)=O